N1N=NC2=C1C=CC(=C2)C=2C(=NC=CC2)NC2=CC=C(C=C2)S(F)(F)(F)(F)F 3-(1H-Benzo[d][1,2,3]triazol-5-yl)-N-(4-(pentafluoro-λ6-sulfaneyl)phenyl)pyridin-2-amine